(3E)-1-iodo-11,11-dimethoxy-3-undecene ICC\C=C\CCCCCCC(OC)OC